N-{[4-(3-aminopyrrolidine-1-sulfonyl)phenyl]methyl}thieno[2,3-c]pyridine-2-carboxamide hydrochloride Cl.NC1CN(CC1)S(=O)(=O)C1=CC=C(C=C1)CNC(=O)C1=CC=2C(=CN=CC2)S1